4-[3-(5-Fluoro-2-pyridyl)-1-methyl-pyrazol-4-yl]-5,6,7,8-tetrahydro-1,7-naphthyridine FC=1C=CC(=NC1)C1=NN(C=C1C1=CC=NC=2CNCCC12)C